carbamimidoyl-4-cyclobutyl-2-methylbenzoic acid methyl ester hydrochloride Cl.COC(C1=C(C(=C(C=C1)C1CCC1)C(N)=N)C)=O